FC1=C(C=CC(=C1)F)C(C)(O)C=1C=NC(=NC1)C=1CCN(CC1)C1=NC=NN2C1=CC(=C2)C=2C=NN(C2)C2COC2 1-(2,4-difluorophenyl)-1-(2-(1-(6-(1-(oxetan-3-yl)-1H-pyrazol-4-yl)pyrrolo[2,1-f][1,2,4]triazin-4-yl)-1,2,3,6-tetrahydropyridin-4-yl)pyrimidin-5-yl)ethan-1-ol